CN1[C@H](CN(CC1)C=1C=2C(N=CN1)=NN(C2)C2=CC=C(C=C2)C(F)(F)F)C(=O)NCC2=CC=C1C(=N2)C=CS1 (R)-1-methyl-N-(thieno[3,2-b]pyridin-5-ylmethyl)-4-(2-(4-(trifluoromethyl)phenyl)-2H-pyrazolo[3,4-d]pyrimidin-4-yl)piperazine-2-carboxamide